5-(4-fluorophenyl)-N-(4-hydroxyphenyl)-4-oxo-1,4-dihydropyridine-3-carboxamide FC1=CC=C(C=C1)C=1C(C(=CNC1)C(=O)NC1=CC=C(C=C1)O)=O